NCC1=CC2=C(N(C(=N2)CN2C(N(C3=C2C=NC=C3)C3CC3)=O)CCCC(F)F)C=C1 3-((5-(aminomethyl)-1-(4,4-difluorobutyl)-1H-benzo[d]imidazol-2-yl)methyl)-1-cyclopropyl-1,3-dihydro-2H-imidazo[4,5-c]pyridin-2-one